5-carbanoylmethyluridine C(=O)CC=1C(NC(N([C@H]2[C@H](O)[C@H](O)[C@@H](CO)O2)C1)=O)=O